FC1=C(CBr)C(=CC=C1)Cl 2-fluoro-6-chlorobenzyl bromide